N[C@H]1[C@@H]2N(C[C@H]1CC2)C(=O)C2=CC1=C(N(C(=N1)C=1N(C3=CC(=CC=C3C1)C=1C=CC(=C(C1)O)F)CC1CC1)C)C(=C2)OC 5-(2-{5-[(1R,4R,7R)-7-amino-2-azabicyclo[2.2.1]heptane-2-carbonyl]-7-methoxy-1-methyl-1H-1,3-benzodiazol-2-yl}-1-(cyclopropylmethyl)-1H-indol-6-yl)-2-fluorophenol